NC=1C=C2C(NC(C2=CC1)=O)(C)C 5-Amino-3,3-dimethylisoindolin-1-one